N,N-dimethyl-3-(4-methyl-6-propionylpyridin-3-yl)-1,6-naphthyridine-2-carboxamide CN(C(=O)C1=NC2=CC=NC=C2C=C1C=1C=NC(=CC1C)C(CC)=O)C